7-chloro-2-methyl-4H-benzo[d][1,3]oxazine-4-one ClC=1C=CC2=C(N=C(OC2=O)C)C1